FC1(CCN(CC1)C(=O)C1=CC=C(C=C1)C=1C=C(C2=C(C=C(O2)CNC(\C=C\C=2C=NC=CC2)=O)C1)C1=CC=C(C=C1)F)F (E)-N-((5-(4-(4,4-difluoro-piperidine-1-carbonyl)phenyl)-7-(4-fluoro-phenyl)benzofuran-2-yl)methyl)-3-(pyridin-3-yl)acrylamide